(+)-N-(2-cyclopropyl-2-(6-(4-fluorophenyl)-4-(2-hydroxypropan-2-yl)pyridin-2-yl)-2-hydroxyethaneYl)-8-methoxy-3-methylcinnoline C1(CC1)C(CN1NC(=CC2=CC=CC(=C12)OC)C)(O)C1=NC(=CC(=C1)C(C)(C)O)C1=CC=C(C=C1)F